[Cl-].[Li+].C(C)(C)[Mg]Cl Isopropyl-magnesium chloride Lithium chloride